N-{3-[bis(methyldioxo-λ6-sulfanyl)amino]-6-(2-chloro-5-fluorophenyl)-6-hydroxy-2-methyl-8-oxo-7,8-dihydro-6H-pyrrolo[4,3-g]indazol-5-yl}-5-fluoro-3-(trifluoromethyl)benzamide CS(=O)(=O)N(C=1N(N=C2C3=C(C(=CC12)NC(C1=CC(=CC(=C1)F)C(F)(F)F)=O)C(NC3=O)(O)C3=C(C=CC(=C3)F)Cl)C)S(C)(=O)=O